FC(C1=NN=C(O1)C=1C=CC(=NC1)CN1C(N(C2=C1C=CC(=C2)C2=CC=NC=C2)C2CCN(CC2)C)=O)F 1-((5-(5-(difluoromethyl)-1,3,4-oxadiazol-2-yl)pyridin-2-yl)methyl)-3-(1-methylpiperidin-4-yl)-5-(pyridin-4-yl)-1,3-dihydro-2H-benzo[d]imidazol-2-one